5-(4-quinolyl)oxazole cerium-platinum [Pt].[Ce].N1=CC=C(C2=CC=CC=C12)C1=CN=CO1